3-(methoxymethyl)2(3H)phenylpropyl-furanone COCCC(CC1C(OC=C1)=O)C=1CCC=CC1